The molecule is a monocarboxylic acid that is acetic acid in which two of the methyl hydrogens are substituted by fluorines. It is a monocarboxylic acid and an organofluorine compound. It derives from an acetic acid. It is a conjugate acid of a difluoroacetate. C(C(=O)O)(F)F